C1(CC1)C1=NSC(=N1)CN1CC2(CN(C2)C(=O)OC(C)(C)C)C1 tert-butyl 6-[(3-cyclopropyl-1,2,4-thiadiazol-5-yl)methyl]-2,6-diazaspiro[3.3]heptane-2-carboxylate